N1CCC[C@@]12CN(CC2)C2=C1C(=NC=C2)N(C=C1C=1C=NC=NC1)COCC[Si](C)(C)C 2-[[4-[(5R)-1,7-diazaspiro[4.4]nonan-7-yl]-3-pyrimidin-5-yl-pyrrolo[2,3-b]pyridin-1-yl]methoxy]ethyl-trimethyl-silane